The molecule is a 3-hydroxy steroid that is 24,26-cyclo-19-norcholesta-1,3,5(10),22-tetraene substituted by a hydroxy group at position 3. It is isolated from the Hainan soft coral Dendronephthya studeri. It has a role as a coral metabolite. It is a 3-hydroxy steroid and a member of cyclopropanes. CC1CC1/C=C/[C@@H](C)[C@H]2CC[C@@H]3[C@@]2(CC[C@H]4[C@H]3CCC5=C4C=CC(=C5)O)C